FC=1C=C2CCN(CC2=CC1CO)C(=O)OC(C)(C)C tert-butyl 6-fluoro-7-(hydroxymethyl)-3,4-dihydroisoquinoline-2(1H)-carboxylate